3-methoxy-4-{[3-(4-{[(1R,4R)-4-(3-methanesulfonylazetidin-1-yl)cyclohexyl]amino}-1-(2,2,2-trifluoroethyl)-1H-indol-2-yl)prop-2-yn-1-yl]amino}benzene-1-sulfonamide COC=1C=C(C=CC1NCC#CC=1N(C2=CC=CC(=C2C1)NC1CCC(CC1)N1CC(C1)S(=O)(=O)C)CC(F)(F)F)S(=O)(=O)N